5-(4-bromo-2-chloro-6-methylphenoxy)-6-(1-hydroxyethyl)-3-(4-methoxybenzyl)pyrimidin-4(3H)-one BrC1=CC(=C(OC=2C(N(C=NC2C(C)O)CC2=CC=C(C=C2)OC)=O)C(=C1)C)Cl